COC1=CC=C(CN(C2=CC(=CC(=N2)C2=C(C=C3C(=NC(=NC3=C2F)F)N2CCC(CC2)C#N)Cl)OC)CC2=CC=C(C=C2)OC)C=C1 1-(7-(6-(bis(4-methoxybenzyl)amino)-4-methoxypyridin-2-yl)-6-chloro-2,8-difluoroquinazolin-4-yl)piperidine-4-carbonitrile